C(C=C)(=O)O.C(CCC)#N butyronitrile acrylate